FC=1C=CC2=C(CCO2)C1CNC1=NC=C(C=2N1C=NN2)C=2C=1N(C(=CC2)C)C(=CN1)C#N 8-(5-(((5-fluoro-2,3-dihydrobenzofuran-4-yl)methyl)amino)-[1,2,4]triazolo[4,3-c]pyrimidin-8-yl)-5-methylimidazo[1,2-a]pyridine-3-carbonitrile